N,N-diethyl-2-[(6-vinyl-3-pyridyl)oxy]ethylamine C(C)N(CC)CCOC=1C=NC(=CC1)C=C